C[C@H]1OCCN(C1)C1=NC=2N(C=C1)N=CC2C(=O)N 5-((R)-2-methylmorpholino)pyrazolo[1,5-a]pyrimidine-3-carboxamide